4-chloro-3-(5,7-difluoro-6-(2-methyl-1H-imidazol-4-yl)-4-oxo-1,4-dihydroquinolin-2-yl)benzeneCarbonitrile ClC1=C(C=C(C=C1)C#N)C=1NC2=CC(=C(C(=C2C(C1)=O)F)C=1N=C(NC1)C)F